6-chloro-4-[3-(2-methylpyrazol-3-yl)-7,8-dihydro-5H-1,6-naphthyridin-6-yl]quinazoline ClC=1C=C2C(=NC=NC2=CC1)N1CC=2C=C(C=NC2CC1)C=1N(N=CC1)C